methyl 1-((6-((6-cyanopyridin-3-yl)methoxy)-1-methyl-3,4-dihydronaphthalen-2-yl)methyl)azetidine-3-carboxylate C(#N)C1=CC=C(C=N1)COC=1C=C2CCC(=C(C2=CC1)C)CN1CC(C1)C(=O)OC